CC1(CCC(CC1)NC1=NN2C(C=3OCCN(C13)C)=NN=C2C2=CC(=CC=C2)OC(F)(F)F)O 1-Methyl-4-[6-methyl-3-(3-trifluoromethoxy-phenyl)-7,8-dihydro-6H-9-oxa-1,2,3a,4,6-pentaaza-cyclopenta[a]naphthalen-5-ylamino]-cyclohexanol